OC(C(=O)C1=CC=C(C=C1)CC1=CC=C(C=C1)C(C(C)(C)O)=O)(C)C 2-hydroxy-1-{4-[4-(2-hydroxy-2-methylpropionyl)-benzyl]-phenyl}-2-methylpropan-1-one